(2S,4R)-1-(1-(cyanomethyl)-1H-indole-2-carbonyl)-4-hydroxy-N-(4-(4-methylthiazol-5-yl)benzyl)pyrrolidine-2-carboxamide C(#N)CN1C(=CC2=CC=CC=C12)C(=O)N1[C@@H](C[C@H](C1)O)C(=O)NCC1=CC=C(C=C1)C1=C(N=CS1)C